Cl.Cl.C(C)C=1C=C(C=CC1N)C1=CC(=C(N)C=C1)CC 3,3'-Diethyl-benzidine dihydrochloride